C(C)(C)(C)OC(=O)N1CCC(CC1)N1CC2=CN=CC=C2CC1 4-(3,4-dihydro-2,7-naphthyridin-2(1H)-yl)piperidine-1-carboxylic acid tert-butyl ester